Methyl 5-(methylcarbamoyl)-6-oxo-1,6-dihydropyridine-3-carboxylate CNC(=O)C1=CC(=CNC1=O)C(=O)OC